2,5-difluoro-4-((1S,2S)-2-(4,4,5,5-tetramethyl-1,3,2-dioxaborolan-2-yl)cyclopropyl)benzonitrile FC1=C(C#N)C=C(C(=C1)[C@@H]1[C@H](C1)B1OC(C(O1)(C)C)(C)C)F